4,4'-bis[2,6-difluoro-4-(9-carbazolyl)styryl]biphenyl FC1=C(C=CC2=CC=C(C=C2)C2=CC=C(C=C2)C=CC2=C(C=C(C=C2F)N2C3=CC=CC=C3C=3C=CC=CC23)F)C(=CC(=C1)N1C2=CC=CC=C2C=2C=CC=CC12)F